The molecule is the 3'-O-methyl ether of tricetin. It has a role as an antioxidant and a metabolite. It is a monomethoxyflavone, a tetrahydroxyflavone and a member of 3'-methoxyflavones. It derives from a tricetin. It is a conjugate acid of a 3'-O-methyltricetin(1-). COC1=CC(=CC(=C1O)O)C2=CC(=O)C3=C(C=C(C=C3O2)O)O